CC(C#CC1=CC2=C(OC[C@@H](C(N2C)=O)NC(C2=NC=CC(=C2)OC=2C=NN(C2)C)=O)C=C1)(C)C (S)-N-(7-(3,3-dimethylbut-1-yn-1-yl)-5-methyl-4-oxo-2,3,4,5-tetrahydrobenzo[b][1,4]oxazepin-3-yl)-4-((1-methyl-1H-pyrazol-4-yl)oxy)picolinamide